N[C@@H](C)C=1N(C(C2=C(C=CC=C2C1)F)=O)C1=NNC(=C1)C (S)-3-(1-aminoethyl)-8-fluoro-2-(5-methyl-1H-pyrazol-3-yl)isoquinolin-1(2H)-one